(1-methylpiperidin-2-yl)ethan-1-ol CN1C(CCCC1)C(C)O